Tert-butyl 4-[[[(4Z)-4-(1,3-benzothiazol-6-ylmethylene)-5-oxo-1H-imidazol-2-yl]amino]methyl]piperidine-1-carboxylate S1C=NC2=C1C=C(C=C2)\C=C\2/N=C(NC2=O)NCC2CCN(CC2)C(=O)OC(C)(C)C